N-(3-chloro-5-(methylsulfonamido)phenyl)-3-(phenylamino)-1H-pyrazole-5-carboxamide ClC=1C=C(C=C(C1)NS(=O)(=O)C)NC(=O)C1=CC(=NN1)NC1=CC=CC=C1